(S)-(4-(5-fluorobenzo[d]oxazol-2-yl)-6,7-dihydro-1H-imidazo[4,5-c]pyridin-5(4H)-yl)(5-(5-(trifluoromethoxy)pyridin-2-yl)-1,3,4-oxadiazol-2-yl)methanone FC=1C=CC2=C(N=C(O2)[C@H]2N(CCC3=C2N=CN3)C(=O)C=3OC(=NN3)C3=NC=C(C=C3)OC(F)(F)F)C1